C(CCOC=1C=C2CN(CC2=CC1OC)C(CC(C(=O)O)C)=O)OC=1C=C2CN(CC2=CC1OC)C(CC(C(=O)O)C)=O 4,4'-((propane-1,3-diylbis(oxy))bis(6-methoxyisoindoline-5,2-diyl))bis(2-methyl-4-oxobutanoic acid)